ClC=1N=NC(=C2C1C=NC=C2)C2=C(C=C(C=C2)C(F)(F)F)OCC2=CC=C(C=C2)OC 4-chloro-1-[2-[(4-methoxyphenyl)methoxy]-4-(trifluoromethyl)phenyl]pyrido[3,4-d]pyridazine